3,5-dibromo-salicyloyl-p-bromoaniline BrC1=C(C(C(=O)NC2=CC=C(C=C2)Br)=CC(=C1)Br)O